rac-N-((1R,5S,6s)-3-azabicyclo[3.1.0]hexan-6-yl)-4-((3-(2,3-difluoro-4-methoxyphenyl)imidazo[1,2-a]pyrazin-8-yl)amino)-2-ethylbenzamide hydrochloride Cl.[C@@H]12CNC[C@H]2C1NC(C1=C(C=C(C=C1)NC=1C=2N(C=CN1)C(=CN2)C2=C(C(=C(C=C2)OC)F)F)CC)=O